CC1([C@H](C1)C(=O)N1CC2(C1)CN(CC2C(=O)NNC(CC2=NC(=CC=C2F)C2CCOCC2)=O)C(=O)C2=CN=CS2)C 2-((S)-2,2-dimethylcyclopropane-1-carbonyl)-N'-(2-(3-fluoro-6-(tetrahydro-2H-pyran-4-yl)pyridin-2-yl)acetyl)-6-(thiazole-5-carbonyl)-2,6-diazaspiro[3.4]octane-8-carbohydrazide